α-D-galactosamine 1-phosphate P(=O)(O)(O)O[C@@H]1[C@H](N)[C@@H](O)[C@@H](O)[C@H](O1)CO